2-thiothymine N1C(=S)NC(=O)C(C)=C1